COC(CCCCCC(=O)N[C@H](C(=O)N1[C@@H](C[C@H](C1)O)NC(=O)CC=1C=CC2=C(C1)OCC=1N=COC12)C(C)(C)C)=O 7-(((S)-1-((2S,4R)-2-(((4H-chromeno[3,4-d]oxazol-7-yl)methyl)formamido)-4-hydroxypyrrolidin-1-yl)-3,3-dimethyl-1-oxobutan-2-yl)amino)-7-oxoheptanoic acid methyl ester